OC1=C(C=CC=C1)C1=CC(=CN=N1)N1CCC(CC1)(C(=O)N[C@H]1C[C@@H](NCC1)C)C1=CC=CC=C1 1-(6-(2-hydroxyphenyl)pyridazin-4-yl)-N-((2S,4R)-2-methylpiperidin-4-yl)-4-phenylpiperidine-4-carboxamide